ClC=1C=C(C=C(C1OC1=C2C=3C(C(NC3C=C1)=O)(CCC2)C)Cl)C=2C(NC(N(N2)C)=O)=O 6-(3,5-dichloro-4-((2a-methyl-2-oxo-1,2,2a,3,4,5-hexahydrobenzo[cd]indol-6-yl)oxy)phenyl)-2-methyl-1,2,4-triazine-3,5(2H,4H)-dione